r-azinan-1-ium [NH2+]1CCCCC1